((4-(4-ethylphenyl)-5-oxo-4,5-dihydro-1H-1,2,4-triazol-1-yl)methyl)sulfur C(C)C1=CC=C(C=C1)N1C=NN(C1=O)C[S]